1-(3-dimethylaminopropyl)-3-ethylisourea hydrate O.CN(CCCNC(O)=NCC)C